COC(=O)C1=C(C2=C(N=CNC2=O)N1C1=C(C=CC=C1)Cl)C 5-methyl-4-oxo-7-(2-chlorophenyl)-4,7-dihydro-3H-pyrrolo[2,3-d]-pyrimidine-6-carboxylic acid methyl ester